(3S,6S)-6-methylmorpholine C[C@@H]1OCCNC1